[N+](=O)([O-])C1=C2CN(C(C2=CC=C1)=O)C1CNCCC1 3-(4-nitro-1-oxo-1,3-dihydro-isoindol-2-yl)piperidine